N-(6-Methylpyridazin-3-yl)-3H-imidazo[4,5-c]pyridin-6-amine CC1=CC=C(N=N1)NC1=CC2=C(C=N1)NC=N2